1-(2-chloropyrimidin-4-yl)cyclopropanecarboxylic acid ClC1=NC=CC(=N1)C1(CC1)C(=O)O